(4-bromobutoxy)(tert-butyl)diphenylsilane BrCCCCO[Si](C1=CC=CC=C1)(C1=CC=CC=C1)C(C)(C)C